stearyl-L-ascorbate C(CCCCCCCCCCCCCCCCC)OC1=C(C(=O)O[C@@H]1[C@@H](O)CO)O